(1s,4s)-4-((2,6-dimethoxypyridin-3-yl)carbamoyl)-4-(2-isopropylphenyl)-1-(methyl-d3)cyclohexane-1-carboxylic acid COC1=NC(=CC=C1NC(=O)C1(CCC(CC1)(C(=O)O)C([2H])([2H])[2H])C1=C(C=CC=C1)C(C)C)OC